(E)-3-Methyl-6,7-dihydrobenzofuran-4(5H)-one CC1=COC2=C1C(CCC2)=O